C(C)(C)C=1N=CC(=NC1)C=1C(=C(N)C=CC1)OC 3-(5-isopropyl-pyrazine-2-yl)-2-methoxyaniline